N-tert-butylmethylamine CC(C)(C)NC